OC1(COC1)C1=CC=C(C=C1)C(=O)N1CCN(CC1)S(=O)(=O)C1=CC=C(C=C1)C(F)(F)F (4-(3-hydroxyoxetan-3-yl)phenyl)(4-((4-(trifluoromethyl)phenyl)sulfonyl)piperazin-1-yl)methanone